perfluoro-1-methyladamantane FC1(C2(C(C3(C(C(C(C1(C3(F)F)F)(F)F)(C2(F)F)F)(F)F)F)(F)F)C(F)(F)F)F